(R)-N-(1-hydroxypropan-2-yl)-5-(4-(trifluoromethyl)piperidin-1-yl)-2-naphthamide OC[C@@H](C)NC(=O)C1=CC2=CC=CC(=C2C=C1)N1CCC(CC1)C(F)(F)F